BrC=1C2(C3=CC(=CC=C3C1)OC)CCC1(CC2)OCCCO1 bromo-6''-methoxydispiro[[1,3]dioxan-2,1'-cyclohexane-4',1''-indene]